tert-butyl (5-((6-ethylpyridin-2-yl)carbamoyl)-4-methoxypyridin-2-yl)carbamate C(C)C1=CC=CC(=N1)NC(=O)C=1C(=CC(=NC1)NC(OC(C)(C)C)=O)OC